N[C@@H](CC(C)C)C(=O)N[C@@H](CCC(N)=O)C(=O)O leucyl-glutamine